The molecule is a member of the class of neuraminic acids that is neuraminic acid attached in sequence to beta-D-galactopyranosyl, 2-acetamido-2-deoxy-beta-D-glucopyranosyl, beta-D-galactopyranosyl, 2-acetamido-2-deoxy-beta-D-glucopyranosyl, beta-D-galactopyranosyl, and beta-D-glucopyranose units by (2->3), (1->4), (1->3), (1->4), 1->3), and (1->4) glycosidic linkages, respectively. It is a member of neuraminic acids and an amino heptasaccharide. CC(=O)N[C@@H]1[C@H](C[C@@](O[C@H]1[C@@H]([C@@H](CO)O)O)(C(=O)O)O[C@H]2[C@H]([C@H](O[C@H]([C@@H]2O)O[C@@H]3[C@H](O[C@H]([C@@H]([C@H]3O)NC(=O)C)O[C@H]4[C@H]([C@H](O[C@H]([C@@H]4O)O[C@@H]5[C@H](O[C@H]([C@@H]([C@H]5O)NC(=O)C)O[C@H]6[C@H]([C@H](O[C@H]([C@@H]6O)O[C@@H]7[C@H](O[C@H]([C@@H]([C@H]7O)O)O)CO)CO)O)CO)CO)O)CO)CO)O)O